N1(CCCCC1)CCCO 3-(piperidin-1-yl)propan-1-ol